FC(C(=O)O)(F)F.N[C@H](C(=O)OC)CC1=CC=C(C=2N1C=CN2)N2C(N(C1=C(C2=O)C=CN=C1)C)=O methyl (S)-2-amino-3-(8-(1-methyl-2,4-dioxo-1,4-dihydropyrido[3,4-d]pyrimidin-3(2H)-yl)imidazo[1,2-a]pyridin-5-yl)propanoate trifluoroacetate